3-(6-((3S,5R)-3,5-dimethylpiperazin-1-yl)pyridin-2-yl)-5-(trifluoromethyl)pyrazolo[1,5-a]pyridine C[C@H]1CN(C[C@H](N1)C)C1=CC=CC(=N1)C=1C=NN2C1C=C(C=C2)C(F)(F)F